1-(oxetan-2-ylmethyl)-1H-thieno[2,3-d]imidazole O1C(CC1)CN1C=NC2=C1C=CS2